(S)-methyl 2-((S)-2-amino-3-cyclohexylpropanamido)-3-((S)-2-oxopyrrolidin-3-yl)propanoate N[C@H](C(=O)N[C@H](C(=O)OC)C[C@H]1C(NCC1)=O)CC1CCCCC1